2-(azetidin-3-yl)-3-((6-(trifluoromethyl)pyridin-3-yl)oxy)pyrazine N1CC(C1)C1=NC=CN=C1OC=1C=NC(=CC1)C(F)(F)F